FC1([C@@H](O[C@@H]([C@H]1O)CO)N1C(N=C(C=C1)NC(=O)C=1N=NC=CC1)=O)F N-(1-((2R,4R,5R)-3,3-difluoro-4-hydroxy-5-(hydroxymethyl)tetrahydrofuran-2-yl)-2-oxo-1,2-dihydropyrimidin-4-yl)pyridazine-3-carboxamide